(5-(2-fluoro-6-(trifluoromethyl)phenyl)-1H-pyrazolo[3,4-c]pyridin-3-yl)-4-(4-methylpiperazin-1-yl)benzamide DL-aspartate N[C@@H](CC(=O)O)C(=O)O.FC1=C(C(=CC=C1)C(F)(F)F)C=1C=C2C(=CN1)NN=C2C2=C(C(=O)N)C=CC(=C2)N2CCN(CC2)C |r|